C(C1=CC=CC=C1)N1CC(OC2=C1C=C(C=C2)C(=O)NC(C)(C)C)C(CBr)=O 4-benzyl-2-(2-bromoacetyl)-N-tert-butyl-2,3-dihydro-1,4-benzoxazine-6-carboxamide